N1(CCCCCC1)C1=CC=C(C(=N1)C)N 6-(azepan-1-yl)-2-methylpyridin-3-amine